C12COCC(CC1)N2C2=C(CNCCC1(OC3(OCC1)CC1CC1C3)C3=NC=CC=C3)C=CC=C2 N-(2-(3-oxa-8-azabicyclo[3.2.1]oct-8-yl)benzyl)-2-(4'-(pyridin-2-yl)tetrahydrooxaspiro[bicyclo[3.1.0]hexane-3,2'-pyran]-4'-yl)ethylamine